C(C)(C)(C)OC(=O)N1[C@@H]([C@H](C2=CC=C(C=C12)C)C(=O)O)C(=O)O (2S,3S)-1-(tert-Butoxycarbonyl)-6-methylindoline-2,3-dicarboxylic acid